(R)-3-(6-(2-Benzyl-4-(methylsulfonyl)piperazin-1-yl)-1-methyl-1H-pyrazolo[3,4-d]pyrimidin-3-yl)-5-ethynyl-2,6-difluorophenol C(C1=CC=CC=C1)[C@H]1N(CCN(C1)S(=O)(=O)C)C1=NC=C2C(=N1)N(N=C2C=2C(=C(C(=C(C2)C#C)F)O)F)C